BrC1=CC2=C(N(N=C2C=C1)CC1CN(C1)C(=O)OC(C)(C)C)C(=O)OC methyl 5-bromo-2-((1-(tert-butoxycarbonyl) azetidin-3-yl) methyl)-2H-indazole-3-carboxylate